ClCC=1C=C(C=CC1)C(C[Se]C1=CC=CC=C1)N1S(C2=C(C1=O)C=CC=C2)(=O)=O 2-(1-(3-(chloromethyl)phenyl)-2-(phenylselanyl)ethyl)benzo[d]isothiazol-3(2H)-one 1,1-dioxide